(2S)-5,5,5-trifluoro-2-[(2S,3S)-3-methyl-2-[(pyrazin-2-yl)formamido]pentanamido]pentanoic acid FC(CC[C@@H](C(=O)O)NC([C@H]([C@H](CC)C)NC(=O)C1=NC=CN=C1)=O)(F)F